2-(5-octadecyloxy-2H-benzotriazole-2-yl)-6-tert-butyl-4-methylphenol C(CCCCCCCCCCCCCCCCC)OC1=CC=2C(=NN(N2)C2=C(C(=CC(=C2)C)C(C)(C)C)O)C=C1